(S)-N-(5-chloropyridin-2-yl)-2-((S)-3-(oxazol-4-yl)piperidin-1-yl)propanamide ClC=1C=CC(=NC1)NC([C@H](C)N1C[C@H](CCC1)C=1N=COC1)=O